8-((R)-2-oxo-4-phenyloxazolidine-3-carbonyl)-2,6-diazaspiro[3.4]octane-2-carboxylate O=C1OC[C@H](N1C(=O)C1CNCC12CN(C2)C(=O)[O-])C2=CC=CC=C2